O[C@@H](C(=O)[O-])[C@H](C(OCCCC1=CC=CC=C1)=O)O.[Na+] Sodium (2R,3R)-2,3-dihydroxy-4-oxo-4-(3-phenylpropoxy)butanoate